N-(n-propyl)pyridylmethanimine C(CC)N=CC1=NC=CC=C1